[Co](F)(F)F cobalt(III) fluoride